Cl.C(C1=CC=CC=C1)OC=1C(=C(C=C(C1F)C(F)(F)F)C1=NN(C2=NC(=NC=C21)C2N(CCCC2)CC2=CC=CC=C2)C)F 3-(3-(Benzyloxy)-2,4-difluoro-5-(trifluoromethyl)phenyl)-6-(1-benzylpiperidin-2-yl)-1-methyl-1H-pyrazolo[3,4-d]pyrimidine hydrochloride